[Cl-].[Cl-].C1C(=CC2=CC=CC=C12)[Zr+2]C=1CC2=CC=CC=C2C1 bis(2-indenyl)zirconium dichloride